P(O)(=O)(OP(=O)(O)OP(=O)(O)O)OC[C@@H]1[C@H]([C@H]([C@@H](O1)N1C(=O)N=C(N)C(=C1)O)O)O.ClC1=C(C=CC(=C1)F)S(=O)(=O)Cl 2-Chloro-4-fluorobenzenesulfonyl chloride 5-hydroxycytidine-5'-triphosphate